ClC1=C2C(=NC=C1OC1=CC(=NC=C1)NC(C)=O)N=C(N2C)NC2=CC(=C(C=C2)[C@H]2N(CCC2)C)C(F)(F)F (S)-N-(4-((7-chloro-1-methyl-2-((4-(1-methylpyrrolidin-2-yl)-3-(trifluoromethyl)phenyl)amino)-1H-imidazo[4,5-b]pyridin-6-yl)oxy)pyridin-2-yl)acetamide